2-(2-ethylpyridin-4-yl)-4-fluoro-6-isopropylaniline C(C)C1=NC=CC(=C1)C1=C(N)C(=CC(=C1)F)C(C)C